CN1N=C(C(=N1)N1CCCCC1)C 1-(2,5-dimethyl-2H-1,2,3-triazol-4-yl)piperidin